N1C(=CC=C1)C1=NN=C(O1)C=1C=CC(=C(C(=O)NC=2C(=NC=C(C2)Cl)OC)C1)F 5-(5-(1H-pyrrol-2-yl)-1,3,4-oxadiazol-2-yl)-N-(5-chloro-2-methoxypyridin-3-yl)-2-fluorobenzamide